C(#N)C=1N=C(SC1N1C(=C(C=C1C)C(=O)O)C)C 1-(4-cyano-2-methylthiazol-5-yl)-2,5-dimethyl-1H-pyrrole-3-carboxylic acid